N-[(2S)-1-(4-{[5-(3,4-dimethyl-1,2-oxazol-5-yl)furan-2-yl]sulfonyl}piperazin-1-yl)propan-2-yl]-8-(trifluoromethyl)quinazolin-4-amine CC1=NOC(=C1C)C1=CC=C(O1)S(=O)(=O)N1CCN(CC1)C[C@H](C)NC1=NC=NC2=C(C=CC=C12)C(F)(F)F